6-(2-(5-cyclopropyl-3-(2,6-dichlorophenyl)isoxazol-4-yl)-7-azaspiro[3.5]non-1-en-7-yl)pyridine-2-carboxylic acid C1(CC1)C1=C(C(=NO1)C1=C(C=CC=C1Cl)Cl)C1=CC2(C1)CCN(CC2)C2=CC=CC(=N2)C(=O)O